3-(2-chloro-3-methylanilino)-2-{3-[(3,3-dimethyloxetan-2-yl)methoxy]pyridin-4-yl}-1,5,6,7-tetrahydro-4H-pyrrolo[3,2-c]pyridin-4-one ClC1=C(NC2=C(NC3=C2C(NCC3)=O)C3=C(C=NC=C3)OCC3OCC3(C)C)C=CC=C1C